NC(CCNNC([C@H](CC(C)(C)C)NC(=O)C1=NC=CN=C1)=O)=O (S)-N-(1-(2-(3-amino-3-oxopropyl)hydrazineyl)-4,4-dimethyl-1-oxopentan-2-yl)pyrazine-2-carboxamide